N-[3-(4-fluorophenyl)azetidin-3-yl]-6-(naphthalen-2-yl)-4-oxo-4,5-dihydropyrazolo[1,5-a]pyrazine-2-carboxamide hydrochloride Cl.FC1=CC=C(C=C1)C1(CNC1)NC(=O)C1=NN2C(C(NC(=C2)C2=CC3=CC=CC=C3C=C2)=O)=C1